ClC1=C2C=C(NC2=CC=C1)C(=O)N(C)[C@H]1COCC=2NC(C=3C=C(C=CC3C21)F)=O |r| Racemic-4-chloro-N-(8-fluoro-6-oxo-1,4,5,6-tetrahydro-2H-pyrano[3,4-c]isoquinolin-1-yl)-N-methyl-1H-indole-2-carboxamide